ClC1=CC(=C(C=C1)C1=CC2=C(N=N1)N(CC=C2)C2C[C@H]1CC[C@@H](C2)N1C(=O)OC(C)(C)C)O (1R,3s,5S)-tert-butyl 3-(3-(4-chloro-2-hydroxyphenyl)pyrido[2,3-c]pyridazin-8(7H)-yl)-8-azabicyclo[3.2.1]octane-8-carboxylate